[1,2,3]oxadiazole O1N=NC=C1